CCCCCCCCC(CCCCCCCC)OC(CCCCCCCN(CCCCCCCCC(C(=O)[O-])(C(=O)[O-])C)CCO)=O 2-(8-((8-(heptadecan-9-yloxy)-8-oxooctyl)(2-hydroxyethyl)amino)octyl)-2-methylmalonate